BrC1=CC2=C(C=C1)N(C=1C(=C(C(OC12)=O)C(F)(F)F)C1=CC=CC=C1)C 8-bromo-5-methyl-4-phenyl-3-trifluoromethyl-indolopyrone